4-piperidyl 4-[6-[5-(6-methyl-2-pyridyl)-1H-imidazol-4-yl]-3-quinolyl]thiazole-2-carboxylate CC1=CC=CC(=N1)C1=C(N=CN1)C=1C=C2C=C(C=NC2=CC1)C=1N=C(SC1)C(=O)OC1CCNCC1